C(C)(=O)C=1C=C(C=C2C(N(C(=NC12)C=1C=NN(C1)C)C)=O)C 8-acetyl-3,6-dimethyl-2-(1-methyl-1H-pyrazol-4-yl)quinazolin-4(3H)-one